ClC1=C2C=NC(=NC2=CC=C1)CO (5-Chloroquinazolin-2-yl)methanol